C1(CCCC1)NC(=N)NC(=N)NC1=CC=C(C=C1)OC 1-cyclopentyl-5-(4-methoxyphenyl)biguanide